CN(C1CN(CC1)C1=C(C(=CC=C1)N)N)C 3-(3-(dimethylamino)pyrrolidin-1-yl)benzene-1,2-diamine